1-(4-chloro-3-methylphenylethyl)guanidine hydrochloride Cl.ClC1=C(C=C(C=C1)CCNC(=N)N)C